CN(C(=O)C=1N(N=CN1)CC=1SC(=CC1)C1=NOC(=N1)C(F)(F)F)C N,N-dimethyl-2-[[5-[5-(trifluoromethyl)-1,2,4-oxadiazol-3-yl]-2-thienyl]methyl]-1,2,4-triazole-3-carboxamide